butyl 4-(3-(2,6-dioxopiperidin-3-yl)phenoxy)butanoate O=C1NC(CCC1C=1C=C(OCCCC(=O)OCCCC)C=CC1)=O